C(CNCC(=O)O)NCC(=O)O ethylenediaminediacetate